COC(=O)C1(CN(CCC1=O)C(=O)OC(C)(C)C)C 3-methyl-4-oxopiperidine-1,3-dicarboxylic acid 1-(tert-butyl) ester 3-methyl ester